N1C(NC1=O)=O 1,3-diazacyclobutane-2,4-dione